C(C)N1C2=C([C@H]([C@H](C1=O)NC(C1=CC(=CC=C1)C(F)(F)F)=O)C1=CC=C(C=C1)F)C(=NN2C2=CC=CC=C2)[C@@H](C)N(C#N)C |o1:5,6| N-((4R*,5R*)-7-ethyl-4-(4-fluorophenyl)-3-((R)-1-(N-methylcyanamido)ethyl)-6-oxo-1-phenyl-4,5,6,7-tetrahydro-1H-pyrazolo[3,4-b]pyridine-5-yl)-3-(trifluoromethyl)benzamide